4-cyanooxybenzoic acid-4-cyanophenyl ester (4-cyanooxybenzoate) C(#N)OC1=CC=C(C(=O)O)C=C1.C(#N)C1=CC=C(C=C1)OC(C1=CC=C(C=C1)OC#N)=O